FC=1C=C2C=C(NC2=CC1F)C(=O)N1C[C@H](CC1)C(=O)NC1=CC(=C(C(=C1)F)F)F (S)-1-(5,6-difluoro-1H-indole-2-carbonyl)-N-(3,4,5-trifluorophenyl)pyrrolidine-3-carboxamide